methyl 2-(6-((6-bromothiazolo[4,5-b]pyrazin-2-yl)carbamoyl)-5'-chloro-2'-methoxy-[1,1'-biphenyl]-3-yl)acetate BrC=1N=C2C(=NC1)N=C(S2)NC(=O)C2=CC=C(C=C2C2=C(C=CC(=C2)Cl)OC)CC(=O)OC